4-carboxy-5,8,11-tris(carboxymethyl)-1-phenyl-2-oxa-5,8,11-triazatridecane C(=O)(O)C(COCC1=CC=CC=C1)N(CCN(CCN(CC)CC(=O)O)CC(=O)O)CC(=O)O